ClC1=C(CCC2=CC(=CC=C12)OCC=1C=C2C(=NN(C2=CC1)C(C)C)Cl)CN1CCCCC1 1-[1-Chloro-6-(3-chloro-1-isopropyl-1H-indazol-5-ylmethoxy)-3,4-dihydro-naphthalen-2-ylmethyl]-piperidine